S1C=NC2=C1C=C(C=C2)C2=CC(=NC(=N2)C)N[C@@H](C)C2=CC(=CC=C2)C2=CC=NN2C 6-(1,3-benzothiazol-6-yl)-2-methyl-N-{(1S)-1-[3-(1-methyl-1H-pyrazol-5-yl)phenyl]ethyl}pyrimidin-4-amine